(2S,3S)-2-((3'-fluorobiphenyl-3-yl)methyl)-N-methoxy-N-methyl-3-((methylsulfonyl)amino)pyrrolidine-1-carboxamide FC=1C=C(C=CC1)C1=CC(=CC=C1)C[C@@H]1N(CC[C@@H]1NS(=O)(=O)C)C(=O)N(C)OC